N-(3-chloro-1-methyl-1H-indol-5-yl)-1-(1-oxo-1,2-dihydroisoquinolin-5-yl)-5-trifluoromethyl-1H-pyrazole-4-carboxamide ClC1=CN(C2=CC=C(C=C12)NC(=O)C=1C=NN(C1C(F)(F)F)C1=C2C=CNC(C2=CC=C1)=O)C